[Cl-].C[N+](CC(COCCCCCCCCCCCC)O)(C)C trimethyl-gamma-dodecyloxy-beta-hydroxypropyl-ammonium chloride